ethyl 3-(3-(7-((2-ethoxy-2-oxoethyl)sulfonyl)-5,5-difluoro-2-(5-(2-fluoro-5-((6-fluoro-4-vinyl-1H-indol-5-yl)oxy)phenyl)-1-methyl-1H-1,2,4-triazol-3-yl)heptan-2-yl)phenyl)propanoate C(C)OC(CS(=O)(=O)CCC(CCC(C)(C1=NN(C(=N1)C1=C(C=CC(=C1)OC=1C(=C2C=CNC2=CC1F)C=C)F)C)C=1C=C(C=CC1)CCC(=O)OCC)(F)F)=O